FC1=C(C=C(C=C1)/C=C/C(=O)OC)[N+](=O)[O-] methyl (E)-3-(4-fluoro-3-nitro-phenyl)acrylate